C(CC)C1=CN=CC=2C=CC=C(C12)C(=O)O 4-propyl-isoquinoline-5-carboxylic acid